(E)-4-(4-hydroxy-3,5-dimethoxyphenyl)but-3-en-2-one OC1=C(C=C(C=C1OC)/C=C/C(C)=O)OC